OC1=C(C2OC3=CC=C(C(=C3CC2)OC)OC)C=CC(=C1)O 2',4'-dihydroxy-5,6-dimethoxy-flavan